C(C(=C)C)(=O)OCC(COC(C(=C)C)=O)OC(CCC(=O)O)=O 4-{1,3-bis[(methacryloyl)oxy]propan-2-yloxy}-4-oxo-butanoic acid